trans-N-[8-amino-5-fluoro-6-(4-methyl-3-pyridyl)-2,7-naphthyridin-3-yl]-2-cyano-cyclopropanecarboxamide NC=1N=C(C(=C2C=C(N=CC12)NC(=O)[C@H]1[C@@H](C1)C#N)F)C=1C=NC=CC1C